2-(2-ethoxyphenyl)-1'-[4-methoxy-3-(trifluoromethyl)-2-pyridinyl]-7-[[(2R)-pyrrolidin-2-yl]methyl]spiro[6,8-dihydro-1,7-naphthyridine-5,4'-piperidine] C(C)OC1=C(C=CC=C1)C1=NC=2CN(CC3(CCN(CC3)C3=NC=CC(=C3C(F)(F)F)OC)C2C=C1)C[C@@H]1NCCC1